BrC1(C(N(CC1)C1=CC=CC=C1)=O)C 3-bromo-3-methyl-1-phenyl-2-pyrrolidone